OCC(=O)NCC=1SC(=CC1)C(CSC=1C=2N(C=CN1)C=NC2)=O 2-hydroxy-N-((5-(2-(imidazo[1,5-a]pyrazin-8-ylthio)acetyl)thiophen-2-yl)methyl)acetamide